BrC=1C=CC(=C2C(C(=C(NC12)S(=O)CC1=CC=C(C=C1)SC(F)(F)F)C(=O)C1CC1)=O)Cl 8-Bromo-5-chloro-3-(cyclopropancarbonyl)-2-((4-((trifluoromethyl)thio)benzyl)sulfinyl)chinolin-4(1H)-on